ClC1=NC=C(C(=N1)N1N=C(C=C1)C#N)F 1-(2-chloro-5-fluoropyrimidin-4-yl)-1H-pyrazole-3-carbonitrile